BrC=1C(=C(OC2CCC(CC2)CC(C(=O)OCC)C)C=CC1)C ethyl 3-[4-(3-bromo-2-methyl-phenoxy)cyclohexyl]-2-methyl-propanoate